C#CCOC(=O)C1=CC=CC=C1C(=O)OC2=C(C=C(C=C2Br)Br)Br The molecule is a phthalate ester that is the mixed diester obtained by the formal condensation of carboxy groups of phthalic acid with hydroxy groups of 2,4,6-tribromophenol and prop-2-yn-1-ol respectively. It is an organobromine compound, a phthalate ester and a terminal acetylenic compound. It derives from a 2,4,6-tribromophenol and a prop-2-yn-1-ol.